NC=1C(=NC=CC1N[C@H]1CN(CCC1)C(=O)OC(C)(C)C)N(CC1=CC=C(C=C1)OC)CC1=CC=C(C=C1)OC tert-butyl (R)-3-((3-amino-2-(bis(4-methoxy-benzyl)amino)pyridin-4-yl)amino)piperidine-1-carboxylate